ethoxycarbonyl-phenylboronic acid C(C)OC(=O)C1=C(C=CC=C1)B(O)O